1-methyl-5-(3-methylmorpholino)-3-(1H-pyrazol-3-yl)-1H-pyrazolo[4,3-b]pyridine CN1N=C(C2=NC(=CC=C21)N2C(COCC2)C)C2=NNC=C2